(2-acetyl-4-phenyl-5-fluorophenyl)(5-(2,1,3-benzothiadiazol-5-yl)-3-methoxy-2-thienyl)methanone C(C)(=O)C1=C(C=C(C(=C1)C1=CC=CC=C1)F)C(=O)C=1SC(=CC1OC)C1=CC=2C(=NSN2)C=C1